ClC1=CC=C(C=C1)C=1N=C2N(C=CC=N2)C1CN1CC2CCC(C1)N2C(=O)NC2=C(C=CC=C2Cl)Cl 3-{[2-(4-chlorophenyl)imidazo[1,2-a]pyrimidin-3-yl]methyl}-N-(2,6-dichlorophenyl)-3,8-diaza-bicyclo[3.2.1]octane-8-carboxamide